BrC1=C(SC(=C1Br)Br)C(=O)OC(C)(C)C tert-butyl 3,4,5-tribromothiophene-2-carboxylate